tert-Butyl 3-[4-(4-[3-cyano-4-methoxypyrazolo[1,5-a]pyridin-6-yl]-5-methylpyrazol-1-yl)piperidin-1-yl]-2,2-dimethylazetidine-1-carboxylate C(#N)C=1C=NN2C1C(=CC(=C2)C=2C=NN(C2C)C2CCN(CC2)C2C(N(C2)C(=O)OC(C)(C)C)(C)C)OC